4-((1-(4-(2-(2-Aminopyridin-3-yl)-5-(5-methoxypyridin-2-yl)-3H-imidazo[4,5-b]pyridin-3-yl)benzyl)piperidin-4-yl)amino)pyrimidine-2-carbonitrile NC1=NC=CC=C1C1=NC=2C(=NC(=CC2)C2=NC=C(C=C2)OC)N1C1=CC=C(CN2CCC(CC2)NC2=NC(=NC=C2)C#N)C=C1